CC1(CNC1)C[O-].C(#N)C=1C=CC(=C2C=CC=NC12)N1CC2N([C@@H](C1)C)CC/C(/C2)=N\NS(=O)(=O)C2=CC=C(C=C2)C N'-((4R,E)-2-(8-cyanoquinolin-5-yl)-4-methyl-octahydro-8H-pyrido[1,2-a]pyrazin-8-ylidene)-4-methylbenzenesulfonyl-hydrazine (3-methylazetidin-3-yl)methoxide